[(3-chloro-2-methoxyphenyl)amino]-2-(1,6-naphthyridin-4-yl)-5H,6H,7H-pyrazolo[1,5-a]pyrazin-4-one ClC=1C(=C(C=CC1)NC=1C(=NN2C1C(NCC2)=O)C2=CC=NC1=CC=NC=C21)OC